FC(SC1=CC(=C(C=C1)NC=1N(C(C=C2CCN(C(C12)=O)OCCO)=O)C)F)F 8-((4-((difluoromethyl)thio)-2-fluorophenyl)amino)-2-(2-hydroxyethoxy)-7-methyl-3,4-dihydro-2,7-naphthyridine-1,6(2H,7H)-dione